C(C1=CC=CC=C1)(=O)C1=CC=C(C(=O)C2=CC=C(C=C2)C)C=C1 4-benzoyl-4'-methylbenzophenone